C1(CCCC1)N1C(CN(C=2C(N[C@](NC12)(N)NC=1C=C2CCN(CC2=CC1OC)C(CN1CCCCC1)=O)=O)C)CC (R)-8-cyclopentyl-7-ethyl-2-{{7-methoxy-2-[2-(piperidin-1-yl)acetyl]-1,2,3,4-tetrahydroisoquinolin-6-yl}amino}-5-methyl-7,8-dihydro-pterin